O[C@H]1C[C@@H](O[C@@H](C1)C)C(=O)OCC |&1:1| rac-ethyl (2R,6R)-4-hydroxy-6-methyltetrahydro-2H-pyran-2-carboxylate